N1=C(C=CC=C1)C1=NC=CC=C1C1=NC=CC=C1.N1=C(C=CC=C1)C1=NC=CC=C1C1=NC=CC=C1.[Fe] iron bis(terpyridine)